N12CCC(C(CC1)CC2)OC(NC(C)(C)C2=CC(=CC=C2)C=2N=NC(=CC2)OCC)=O (2-(3-(6-ethoxypyridazin-3-yl)phenyl)propan-2-yl)carbamic acid 1-azabicyclo[3.2.2]non-4-yl ester